ClC=1C=C(C(=NC1)OC1=CC(=C(C=C1)N1N=CC(=C1)CC=O)F)F 2-(1-(4-((5-chloro-3-fluoropyridin-2-yl)oxy)-2-fluorophenyl)-1H-pyrazol-4-yl)acetaldehyde